C(CC)CCC(CC)=O propyl-(propione)